NC1=C(C=C(C=N1)C=1C=C2N(N1)CCC21CN(C1)C(=O)NC(C)(C)C=1N=NN(C1)C)OC(F)F 2'-[6-amino-5-(difluoromethoxy)pyridin-3-yl]-N-[2-(1-methyl-1H-1,2,3-triazol-4-yl)propan-2-yl]-5',6'-dihydrospiro[azetidine-3,4'-pyrrolo[1,2-b]pyrazole]-1-carboxamide